C(C)[C@]1(C(OCC=2C(NC=CC21)=O)=O)O (S)-4-ethyl-4-hydroxy-1,7-dihydro-3H-pyrano[3,4-c]pyridine-3,8(4H)-dione